triaminoguanidine iodide [I-].NN=C(N(N)N)N